6-methoxy-2-(4-methyl-1,4-diazepan-1-yl)-N-(1-methylpiperidin-4-yl)-7-(2-(2-(pyrrolidin-1-yl)ethoxy)ethoxy)quinazolin-4-amine COC=1C=C2C(=NC(=NC2=CC1OCCOCCN1CCCC1)N1CCN(CCC1)C)NC1CCN(CC1)C